6-HYDROXY-6-(HYDROXYMETHYL)-2H-PYRAN-3(6H)-ON OC1(C=CC(CO1)=O)CO